N-(3-triethoxysilylpropyl)-5-hydroxydecanamide C(C)O[Si](CCCNC(CCCC(CCCCC)O)=O)(OCC)OCC